N-(4-(4-(2-(4,4-difluoropiperidin-1-yl)-6-methylpyrimidin-4-yl)-1H-1,2,3-triazol-1-yl)-3-(6-azaspiro[2.5]octan-6-yl)phenyl)-2-hydroxyethanesulfonamide FC1(CCN(CC1)C1=NC(=CC(=N1)C=1N=NN(C1)C1=C(C=C(C=C1)NS(=O)(=O)CCO)N1CCC2(CC2)CC1)C)F